N-(4-((4-(1-(4-((8-(4-((2-(2,6-dioxopiperidin-3-yl)-1,3-Dioxoisoindoline-5-yl)amino)butoxy)octyl)oxy)phenyl)cyclobutyl)phenoxy)methyl)pyrimidin-2-yl)methylsulfonamide O=C1NC(CCC1N1C(C2=CC=C(C=C2C1=O)NCCCCOCCCCCCCCOC1=CC=C(C=C1)C1(CCC1)C1=CC=C(OCC2=NC(=NC=C2)CNS(=O)=O)C=C1)=O)=O